4-amino-1-methyl-3-(pyridin-4-yl)-1H-pyrazole-5-carboxylic acid methyl ester COC(=O)C1=C(C(=NN1C)C1=CC=NC=C1)N